BrC1=CC(=C(C=C1)C(=O)C1=C(C=CC=C1)C(OCC)OCC)ON=C(C)C {4-Bromo-2-[(propan-2-ylideneamino)oxy]phenyl}[2-(diethoxymethyl)phenyl]methanone